ethyl 1-(5-{5-[6-cyclopropyl-5-(trifluoromethyl)pyridin-3-yl]-7-[{[1-(ethoxymethyl)cyclopentyl]methyl}(methyl)amino]-1H-imidazo[4,5-b]pyridin-2-yl}pyrazin-2-yl)piperidine-4-carboxylate C1(CC1)C1=C(C=C(C=N1)C1=CC(=C2C(=N1)N=C(N2)C=2N=CC(=NC2)N2CCC(CC2)C(=O)OCC)N(C)CC2(CCCC2)COCC)C(F)(F)F